5-(tert-butyl)-9-chloro-4-hydroxy-8-(3-methoxypropoxy)-2-oxo-1,2,5,6-tetrahydro-1,10-phenanthroline-3-carboxylic acid C(C)(C)(C)C1C=2C(=C(C(NC2C2=NC(=C(C=C2C1)OCCCOC)Cl)=O)C(=O)O)O